C[C@H]1CC[C@@H](N(C1)C(C(=O)NC=1C2=C(C=NC1)C=NN2)=O)C=2C=CC1=C(N=C(S1)[C@H]1CC(N(CC1)C)=O)C2 |&1:29| Racemic-2-[(2R,5S)-5-methyl-2-[2-(1-methyl-2-oxo-4-piperidyl)-1,3-benzothiazol-5-yl]-1-piperidyl]-2-oxo-N-(1H-pyrazolo[4,3-c]pyridin-7-yl)acetamide